5-{[3-(8-{[(3S,4R)-3-fluoro-1-methylpiperidin-4-yl]amino}-3-[(trifluoromethyl)sulfanyl]imidazo[1,2-a]pyridin-2-yl)prop-2-yn-1-yl]amino}-6-methoxy-N-methylpyridine-2-carboxamide F[C@H]1CN(CC[C@H]1NC=1C=2N(C=CC1)C(=C(N2)C#CCNC=2C=CC(=NC2OC)C(=O)NC)SC(F)(F)F)C